OC1CC2(OC1)CCN(CC2)C2=CC(=C1C(=N2)C(=CS1)C(=O)NC)C(F)(F)F 5-(2-hydroxy-4-oxa-8-azaspiro[4.5]dec-8-yl)-N-methyl-7-(trifluoromethyl)thieno[3,2-b]pyridine-3-carboxamide